BrCCOC1=CC=C(C2=CC3=CC=CC=C3C=C12)OCCBr 1,4-di(bromoethoxy)anthracene